3H-1,2,4-triazol-3-one ethyl-2-(2-fluorophenyl)acetimidate hydrochloride Cl.C(C)OC(CC1=C(C=CC=C1)F)=N.N1=NC(N=C1)=O